(R)-2-methyl-N-(1-(2-(1-methyl-1H-pyrazol-4-yl)quinolin-4-yl)ethyl)-4-((thiazol-4-ylmethoxy)methyl)benzamide CC1=C(C(=O)N[C@H](C)C2=CC(=NC3=CC=CC=C23)C=2C=NN(C2)C)C=CC(=C1)COCC=1N=CSC1